C(C)(=O)O[C@H]1[C@@H]([C@H]([C@H]([C@H]([C@@H]1OC(C)=O)O)NC(=O)OCC1=CC=CC=C1)CC(=O)[O-])NC(=O)OCC1=CC=CC=C1 [(1S,2R,3S,4S,5R,6R)-3,4-diacetoxy-2,6-bis(benzyloxycarbonylamino)-5-hydroxy-cyclohexyl]acetate